FC(OC1=NC(=CC=C1NC(=O)C1(CN(C1)S(=O)(=O)NCC(=O)OCC)C1=C(C=CC=C1)C(C)C)C)F Ethyl ((3-((2-(difluoromethoxy)-6-methylpyridin-3-yl)carbamoyl)-3-(2-isopropylphenyl)azetidin-1-yl)sulfonyl)glycinate